3-(6-chloropyrazin-2-yl)-5-(2-(3-ethyl-3-fluoroazetidin-1-yl)-2-oxoethyl)thieno[3,2-c]pyridin-4(5H)-one ClC1=CN=CC(=N1)C1=CSC2=C1C(N(C=C2)CC(=O)N2CC(C2)(F)CC)=O